sodium acrylamidobenzenesulfonate C(C=C)(=O)NC1=C(C=CC=C1)S(=O)(=O)[O-].[Na+]